5-tert-butoxy-3-(4,4,5,5-tetramethyl-1,3,2-dioxaborolan-2-yl)-1-trityl-pyrazolo[3,4-c]pyridine C(C)(C)(C)OC=1C=C2C(=CN1)N(N=C2B2OC(C(O2)(C)C)(C)C)C(C2=CC=CC=C2)(C2=CC=CC=C2)C2=CC=CC=C2